C(C)(C)(C)OC(=O)N1CCN(CC1)C1=NC=NC2=C(C(=C(C=C12)Cl)Br)F 4-(7-bromo-6-chloro-8-fluoroquinazolin-4-yl)piperazine-1-carboxylic acid tert-butyl ester